CN(C)C1N(C=CC=C1)C (dimethylamino)-1-methylpyridin